ClC=1C=C2C(C=C(OC2=C(C1OC)C1=CC=NN1C)C1=CC=C(C#N)C=C1)=O 4-(6-chloro-7-methoxy-8-(1-methyl-1H-pyrazol-5-yl)-4-oxo-4H-chromen-2-yl)benzonitrile